3-(5-(((1S,2R)-3,3-difluoro-2-(3-(1-(1-methylcyclopropane-1-carbonyl)piperidin-4-yl)azetidin-1-yl)cyclohexyl)-oxy)-1-oxoisoindolin-2-yl)-piperidine-2,6-dione FC1([C@@H]([C@H](CCC1)OC=1C=C2CN(C(C2=CC1)=O)C1C(NC(CC1)=O)=O)N1CC(C1)C1CCN(CC1)C(=O)C1(CC1)C)F